N-(tert-butyl)-3-((S)-2-((E)-3-(4-chloro-2-fluorophenyl)acrylamido)-3-cyclopropylpropanamido)-2-oxo-4-((S)-2-oxopyrrolidin-3-yl)butanamide C(C)(C)(C)NC(C(C(C[C@H]1C(NCC1)=O)NC([C@H](CC1CC1)NC(\C=C\C1=C(C=C(C=C1)Cl)F)=O)=O)=O)=O